C(C)(C)(C)OC(=O)N1[C@@H](CCC1)C(=O)O (2S)-1-tert-butoxycarbonylpyrrolidine-2-carboxylic acid